5-(4-amino-1H-pyrazol-1-yl)-N-((2-methoxy-5-(1-methoxycyclopropyl)phenyl)sulfonyl)-8-methylquinoline-2-carboxamide NC=1C=NN(C1)C1=C2C=CC(=NC2=C(C=C1)C)C(=O)NS(=O)(=O)C1=C(C=CC(=C1)C1(CC1)OC)OC